FC(C=1C=C(C=CC1F)C1=CN=C(C(=N1)CN1CCC2(CC2)OC1=O)C)F 6-[[6-[3-(Difluoromethyl)-4-fluoro-phenyl]-3-methyl-pyrazin-2-yl]methyl]-8-oxa-6-azaspiro[2.5]octan-7-one